1-(o-tolyl)-N-[(3S)-1-pyrrolo[1,2-a]pyrazin-1-ylpyrrolidin-3-yl]-1,2,4-triazole-3-carboxamide C1(=C(C=CC=C1)N1N=C(N=C1)C(=O)N[C@@H]1CN(CC1)C=1C=2N(C=CN1)C=CC2)C